2,6-diisopropyl-3,5-diethoxycarbonyl-1,4-dihydropyridine C(C)(C)C=1NC(=C(CC1C(=O)OCC)C(=O)OCC)C(C)C